C(=O)(OC(C)(C)C)N(C1=C(C=CC(=C1)N)CCO)C(=O)OC(C)(C)C 2-(N,N-di-Boc-2,4-diaminophenyl)-1-ethanol